2-bromo-4-((4-(1,1-dimethyl-3-oxoisoindol-5-yl)-5-fluoropyrimidin-2-yl)amino)-5-(trifluoromethoxy)benzonitrile BrC1=C(C#N)C=C(C(=C1)NC1=NC=C(C(=N1)C=1C=C2C(NC(C2=CC1)(C)C)=O)F)OC(F)(F)F